C1C(CC12COC2)O 6-oxaspiro[3.3]heptane-2-ol